N-(4-Cyano-2-fluorophenyl)-3-(4-cyano-3-(trifluoromethyl)phenyl)-2-(trifluoromethyl)oxazolidin-5-carboxamid C(#N)C1=CC(=C(C=C1)NC(=O)C1CN(C(O1)C(F)(F)F)C1=CC(=C(C=C1)C#N)C(F)(F)F)F